NC=1C=2N(C=CN1)C(=NC2Br)[C@@H]2CC[C@@H]1N(C(C3(NC1)CCC3)=O)C2 (7'R,9a'S)-7'-(8-amino-1-bromoimidazo[1,5-a]pyrazin-3-yl)hexahydrospiro[cyclobutane-1,3'-pyrido[1,2-a]pyrazin]-4'(2'H)-one